C(C)OC1=CC=CC2=C1OC(O2)(F)F 7-ethoxy-2,2-difluorobenzo[d][1,3]dioxol